C(C)OC(=O)[C@@H]1CN(CCC1)C(C1=CC=C(C=C1)N)=O (S)-1-(4-aminobenzoyl)piperidine-3-carboxylic acid ethyl ester